BIS-HYDROXYNAPHThOAT OC=1C(=C(C2=CC=CC=C2C1)C(=O)[O-])O